Triisononyl Trimellitate C(C=1C(C(=O)OCCCCCCC(C)C)=CC(C(=O)OCCCCCCC(C)C)=CC1)(=O)OCCCCCCC(C)C